6-Isopropyl-5-(8-methoxy-7-methyl-[1,2,4]triazolo[1,5-a]pyridin-6-yl)-1-(4-(((1-(methylsulfonyl)cyclopropyl)methyl)amino)cyclohexyl)-1,3-dihydro-2H-benzo[d]imidazol-2-on C(C)(C)C=1C(=CC2=C(N(C(N2)=O)C2CCC(CC2)NCC2(CC2)S(=O)(=O)C)C1)C=1C(=C(C=2N(C1)N=CN2)OC)C